methyl 3-(3-(3-(6-chloropyrazolo[1,5-a]pyridine-3-carboxamido)-5-fluoro-4-methylphenyl)-1,2,4-oxadiazol-5-yl)azetidine-1-carboxylate ClC=1C=CC=2N(C1)N=CC2C(=O)NC=2C=C(C=C(C2C)F)C2=NOC(=N2)C2CN(C2)C(=O)OC